[N].FC1(CCC(CC1)[C@@H](C=1N=C2N(N=CC(=N2)C2N(CCC(C2)OC)C(=O)OC(C)(C)C)C1)NC(=O)C1=NON=C1C)F tert-Butyl 2-(6-{(S)-(4,4-difluorocyclohexyl)[(4-methyl-1,2,5-oxadiazole-3-carbonyl)-amino]methyl}imidazo[1,2-b][1,2,4]triazin-3-yl)-4-methoxypiperidine-1-carboxylate Nitrogen